ClC=1C=C(C=NC1C)NC(C(=O)N1[C@H](CC[C@@H](C1)C)C=1C=CC2=C(N=C(S2)C2CCN(CC2)C)C1)=O N-(5-chloro-6-methylpyridin-3-yl)-2-((2R,5S)-5-methyl-2-(2-(1-methylpiperidin-4-yl)benzo[d]thiazol-5-yl)piperidin-1-yl)-2-oxoacetamide